7-(4-cyclopentylpiperazin-1-yl)-N-(2,3-dihydrobenzo[b][1,4]dioxin-6-yl)-4,4-dimethyl-3,4-dihydroisoquinoline-2(1H)-carboxamide C1(CCCC1)N1CCN(CC1)C1=CC=C2C(CN(CC2=C1)C(=O)NC1=CC2=C(OCCO2)C=C1)(C)C